C(C1=CC=CC=C1)OC1=CC(=NN1)C=O 5-(benzyloxy)-1H-pyrazole-3-carbaldehyde